OCCN1CC(C1)N1N=CC2=C1N(C(C=1C=C(C=CC21)C)=O)C 3-(1-(2-hydroxyethyl)azetidin-3-yl)-4,7-dimethyl-3,4-dihydro-5H-pyrazolo[3,4-c]isoquinolin-5-one